N-(5-(((2S,4R)-2-methyl-4-((1-methyl-1H-pyrazolo[3,4-c]pyridin-5-yl)oxy)pyrrolidin-1-yl)methyl)thiazol-2-yl)acetamide C[C@@H]1N(C[C@@H](C1)OC=1C=C2C(=CN1)N(N=C2)C)CC2=CN=C(S2)NC(C)=O